BrC=1C=C2C(=C(C=NC2=CC1F)[N+](=O)[O-])C1(CC(C1)C1=CC(=NC=C1)OC)C(=O)OC Methyl 1-(6-bromo-7-fluoro-3-nitroquinolin-4-yl)-3-(2-methoxypyridin-4-yl)cyclobutane-1-carboxylate